2',3'-dihydrospiro[cyclohexane-1,1'-indene]-6'-carboxylic acid C12(CCC3=CC=C(C=C13)C(=O)O)CCCCC2